methyl 3-((tert-butoxycarbonyl)amino)thiophene-2-carboxylate C(C)(C)(C)OC(=O)NC1=C(SC=C1)C(=O)OC